C(C)(C)(C)[Si](OCC(C)C=1C(=CN=NC1C(=C)OCC)C1=CC(=NN1)C12CC(C1)(C2)C(=O)OC)(C)C methyl 3-{5-[5-{1-[(tertbutyldimethylsilyl)oxy]propan-2-yl}-6-(1-ethoxyvinyl)pyridazin-4-yl]-1H-pyrazol-3-yl}bicyclo[1.1.1]pentane-1-carboxylate